hexakis(hydroxymethyl)melamine OCN(C1=NC(=NC(=N1)N(CO)CO)N(CO)CO)CO